C1=CC=C2C(=C1)C(=O)OC2(C3=CC=C(C=C3)[O-])C4=CC=C(C=C4)[O-].[Na+].[Na+] phenolphthalein sodium salt